CC1=NN(C2=C1N=C(C=C2NCC3=CN(N=C3)C)C4=CN=NN4C)C(C)C 1-isopropyl-3-methyl-N-[(1-methylpyrazol-4-yl)methyl]-5-(3-methyltriazol-4-yl)pyrazolo[4,3-b]pyridin-7-amine